2-hydroxy-N-(4-(4-(6-methyl-2-(tetrahydro-2H-pyran-4-yl)pyrimidin-4-yl)-1H-1,2,3-triazol-1-yl)-3-(6-azaspiro[2.5]octan-6-yl)phenyl)ethane-1-sulfonamide OCCS(=O)(=O)NC1=CC(=C(C=C1)N1N=NC(=C1)C1=NC(=NC(=C1)C)C1CCOCC1)N1CCC2(CC2)CC1